5-bromo-3-chloro-1-((2-(trimethylsilyl)ethoxy)methyl)-1H-pyrrolo[2,3-b]Pyridine BrC=1C=C2C(=NC1)N(C=C2Cl)COCC[Si](C)(C)C